C1(CC12CC2)CN spiro[2.2]pentane-1-methylamine